(4-{4-[5-({[(7-cyclopentylpyrazolo[1,5-a]pyrimidin-6-yl)amino]carbonyl}amino)-3-methylpyridin-2-yl]-1H-1,2,3-triazol-1-yl}butoxy)acetic acid hydrochloride Cl.C1(CCCC1)C1=C(C=NC=2N1N=CC2)NC(=O)NC=2C=C(C(=NC2)C=2N=NN(C2)CCCCOCC(=O)O)C